magnesium-tin-copper [Cu].[Sn].[Mg]